C(C#C)N1CC=2NC3=CC=CC=C3C2CC1 2-(prop-2-yn-1-yl)-2,3,4,9-tetrahydro-1H-pyrido[3,4-b]indole